O=C1C=CC(=NN1C1CCOCC1)C(=O)N 6-oxo-1-tetrahydropyran-4-yl-pyridazine-3-carboxamide